FC1=C(C=CC=C1C)C1CCC2(CN(C2)C(=O)C2CC(C2)(C)O)CC1 (7-(2-Fluoro-3-methylphenyl)-2-azaspiro[3.5]nonan-2-yl)((1s,3s)-3-hydroxy-3-methylcyclobutyl)methanone